N1(N=NN=C1)C1=NC=CC(=C1)C(=O)N1C[C@H]([C@@]2(CC1)NCC1=CC=CC=C1C2)O (2-(1H-tetrazol-1-yl)pyridin-4-yl)((3R,3'R)-3'-hydroxy-1,4-dihydro-2H-spiro[isoquinoline-3,4'-piperidin]-1'-yl)methanone